2'-chloro-5'-methoxy-6-methyl-N-(5-((1S,2R)-2-methylcyclopropyl)-1,3,4-thiadiazol-2-yl)-(4,4'-bipyridine)-3-carboxamide ClC1=NC=C(C(=C1)C1=C(C=NC(=C1)C)C(=O)NC=1SC(=NN1)[C@@H]1[C@@H](C1)C)OC